ClC1=C(C=C(C=C1)F)CN1C(CCCC1=O)C(=O)OC methyl 1-[(2-chloro-5-fluorophenyl)methyl]-6-oxopiperidine-2-carboxylate